2,5-dioxo-imidazolidin O=C1NC(CN1)=O